N[C@H](C)C=1C=C(C=C(C1)F)C(CO)(F)F 2-{3-[(1R)-1-aminoethyl]-5-fluorophenyl}-2,2-difluoroethane-1-ol